ClC=1C=C(C=NC1C1CCC(CC1)C(F)(F)F)O 5-chloro-6-(4-(trifluoromethyl)cyclohexyl)pyridin-3-ol